O=S1(CCN(CC1)C(=O)C1=CC(=C(C=C1)NCC#C)OC)=O (1,1-dioxothiomorpholino)(3-methoxy-4-(prop-2-yn-1-ylamino)phenyl)methanone